CC1(CC1)OC=1C=C2C(=CN1)N(N=C2)C(C)=O 1-[5-(1-methylcyclopropoxy)pyrazolo[3,4-c]pyridin-1-yl]ethanone